(2R,3S,4S)-4-hydroxy-2-[(4-methoxyphenyl)methyl]pyrrolidin-3-yl N-[2-(piperidin-4-yl)ethyl]carbamate N1CCC(CC1)CCNC(O[C@H]1[C@H](NC[C@@H]1O)CC1=CC=C(C=C1)OC)=O